C(C)(C)(C)OC(=O)NCCC=1C=C(C(=O)OC)C=CC1 methyl 3-(2-((tert-butoxycarbonyl)amino)ethyl)benzoate